1-(4-(4-((2-chloro-5-fluoropyrimidin-4-yl)amino)-3-methoxyphenyl)piperazin-1-yl)ethanone ClC1=NC=C(C(=N1)NC1=C(C=C(C=C1)N1CCN(CC1)C(C)=O)OC)F